C1(CC1)C=1C=C(C(=NC1)F)C1=NN2C(O[C@@H](CC2)C)=C1C(=O)OCC Ethyl (5R)-2-(5-cyclopropyl-2-fluoropyridin-3-yl)-5-methyl-6,7-dihydro-5H-pyrazolo[5,1-b][1,3]oxazine-3-carboxylate